Sodium (2S,5R,6R)-6-((R)-2-amino-2-phenylacetamido)-3,3-dimethyl-7-oxo-4-thia-1-azabicyclo[3.2.0]heptane-2-carboxylate N[C@@H](C(=O)N[C@H]1[C@H]2SC([C@@H](N2C1=O)C(=O)[O-])(C)C)C1=CC=CC=C1.[Na+]